C1(=CC=CC2=CC=CC=C12)C=1C(=C(C=CC1)S)C1=CC=CC2=CC=CC=C12 bis-naphthylthiophenol